COC([C@H](CC)N(C([C@@H](CC)N)=O)CC1=CC=CC=C1)=O.C(C1=CC=CC=C1)N1C([C@H](NC([C@@H]1CC)=O)CC)=O (3R,6S)-1-Benzyl-3,6-diethylpiperazine-2,5-dione Methyl-(S)-2-((R)-2-amino-N-benzylbutanamido)butanoate